(2-Chloropyrimidin-4-yl)-3-fluorobenzoic acid methyl ester COC(C1=C(C(=CC=C1)F)C1=NC(=NC=C1)Cl)=O